1,4-dimercaptobutane-2,3-diol SCC(C(CS)O)O